1-(1-(2-fluoroacryloyl)azetidin-3-yl)-N-methyl-3-(4-(trifluorometh-yl)phenyl)-1H-indazole-7-sulfonamide FC(C(=O)N1CC(C1)N1N=C(C2=CC=CC(=C12)S(=O)(=O)NC)C1=CC=C(C=C1)C(F)(F)F)=C